3-(4-(((tert-butyldiphenylsilyl)oxy)methyl)piperidin-1-yl)cyclobutan-1-ol [Si](C1=CC=CC=C1)(C1=CC=CC=C1)(C(C)(C)C)OCC1CCN(CC1)C1CC(C1)O